1-(4-methoxyphenyl)-6-(1-nitrosopiperidin-4-yl)-3-(trifluoromethyl)-5,6-dihydro-1H-pyrazolo[3,4-c]pyridin-7(4H)-one COC1=CC=C(C=C1)N1N=C(C2=C1C(N(CC2)C2CCN(CC2)N=O)=O)C(F)(F)F